3-(5-(4-((4-(2-hydroxypropan-2-yl)piperidin-1-yl)methyl)-3-(trifluoromethyl)-pyridin-2-yl)-1-oxoisoindolin-2-yl)piperidine-2,6-dione OC(C)(C)C1CCN(CC1)CC1=C(C(=NC=C1)C=1C=C2CN(C(C2=CC1)=O)C1C(NC(CC1)=O)=O)C(F)(F)F